(R)-4-(4-iodo-1-(1-((2-(trimethylsilyl)ethoxy)methyl)-1H-pyrazol-3-yl)-1H-Pyrazolo[3,4-b]pyridin-6-yl)-3-methylmorpholine IC1=C2C(=NC(=C1)N1[C@@H](COCC1)C)N(N=C2)C2=NN(C=C2)COCC[Si](C)(C)C